BrC1=C(C(=C2N=C3C=4N=C5N=NN=NC5=CC4C4=CC5=CC=CC=C5C=C4C3=CC2=C1)Br)Br tribromohexaazatrinaphthylene